(5-cyclopropyl-7-(4-methylpiperazin-1-yl)pyrazolo[1,5-a]pyridin-2-yl)methanamine C1(CC1)C1=CC=2N(C(=C1)N1CCN(CC1)C)N=C(C2)CN